2-(rac-(3S,4S)-1,4-dimethylpyrrolidin-3-yl)-5-((2R,5S)-5-methylpiperidin-2-yl)benzo[d]thiazole CN1C[C@H]([C@@H](C1)C)C=1SC2=C(N1)C=C(C=C2)[C@@H]2NC[C@H](CC2)C |&1:3,4|